C(C)C=1C=CC(=C(C1)S(=O)(=O)NC1=NOC=2C1=C1OCCCC1=C(C2)CN2N=CC(=C2)CNC(OC)=O)OC methyl ((1-((9-((5-ethyl-2-methoxyphenyl)sulfonamido)-3,4-dihydro-2H-chromeno[8,7-d]isoxazol-5-yl)methyl)-1H-pyrazol-4-yl)methyl)carbamate